zinc telluride zinc [Zn+2].[Te-2].[Zn+2].[Te-2]